6-methoxy-2-(o-tolyl)benzo[b]thiophene COC=1C=CC2=C(SC(=C2)C2=C(C=CC=C2)C)C1